N-{[(9H-fluoren-9-yl)methoxy]carbonyl}-L-alanyl-N-methyl-L-alanine C1=CC=CC=2C3=CC=CC=C3C(C12)COC(=O)N[C@@H](C)C(=O)N([C@@H](C)C(=O)O)C